FC1=C(CN(C(OC(C)(C)C)=O)C)C(=CC=C1)B1OC(C(O1)(C)C)(C)C tert-butyl (2-fluoro-6-(4,4,5,5-tetramethyl-1,3,2-dioxaborolan-2-yl)benzyl)(methyl)carbamate